C(C1=CC=CC=C1)OC[C@H]1N(C[C@H](C1(F)F)NS(=O)(=O)CC)C(=O)OC(C)(C)C tert-Butyl (2R,4R)-2-[(benzyloxy)methyl]-4-[(ethanesulfonyl)amino]-3,3-difluoropyrrolidine-1-carboxylate